FC(C(=O)O)(F)F.NC1=NN2C(N=CC=C2)=C1C(=O)NC(C)C=1C=C(C=2N(C1N1CCC(CC1)Br)C=NC2)Cl 2-Amino-N-{1-[5-(4-bromopiperidin-1-yl)-8-chloroimidazo[1,5-a]pyridin-6-yl]ethyl}pyrazolo[1,5-a]pyrimidine-3-carboxamide trifluoroacetate salt